N4-(benzo[d]oxazol-2(3H)-on-5-yl)-N2-[2-(piperazino)pyridin-4-yl]-5-methylpyrimidine-2,4-diamine O1C(NC2=C1C=CC(=C2)NC2=NC(=NC=C2C)NC2=CC(=NC=C2)N2CCNCC2)=O